CCN(CC)CCC1=CNC2=C1C(=CC=C2)O 4-hydroxy-N,N-diethyltryptamine